tert-butyl 2-(3-chloro-6-{2-[ethyl (propan-2-yl) carbamoyl]-4-fluorophenoxy}-1,2,4-triazin-5-yl)-2,7-diazaspiro[3.5]nonane-7-carboxylate ClC=1N=NC(=C(N1)N1CC2(C1)CCN(CC2)C(=O)OC(C)(C)C)OC2=C(C=C(C=C2)F)C(N(C(C)C)CC)=O